Tert-butyl 4-[3-[4-(2,4-dioxohexahydropyrimidin-1-yl)phenyl]propyl]piperazine-1-carboxylate O=C1N(CCC(N1)=O)C1=CC=C(C=C1)CCCN1CCN(CC1)C(=O)OC(C)(C)C